BrC1=CC=C(C=C1)OC[C@H](CC)C 1-bromo-4-((S)-2-methyl-butoxy)-benzene